tert-butyl (3S)-3-[4-[3-chloro-2-fluoro-4-[(3-methyloxetan-3-yl)methoxy] anilino]pyrido[3,2-d]pyrimidin-6-yl]oxypyrrolidine-1-carboxylate ClC=1C(=C(NC=2C3=C(N=CN2)C=CC(=N3)O[C@@H]3CN(CC3)C(=O)OC(C)(C)C)C=CC1OCC1(COC1)C)F